(±)-4-((4-(3-((2,6-Dioxopiperidin-3-yl)amino)phenyl)piperazin-1-yl)methyl)piperidine-1-carboxylic acid tert-butyl ester C(C)(C)(C)OC(=O)N1CCC(CC1)CN1CCN(CC1)C1=CC(=CC=C1)N[C@H]1C(NC(CC1)=O)=O |r|